4-(3-(2-hydroxyethyl)-5-(piperidin-4-yl)-1H-indol-2-yl)-2,6-dimethylpyridine OCCC1=C(NC2=CC=C(C=C12)C1CCNCC1)C1=CC(=NC(=C1)C)C